BrC1=CC=CC=2OC(OC21)(C)C 4-bromo-2,2-dimethylbenzo[d][1,3]dioxole